dipyrrolidine oxygen [O].N1CCCC1.N1CCCC1